N-[(1R)-1-[3-(2-Aminoethoxy)-4-methoxy-phenyl]ethyl]-2-methyl-5-(4-methylpiperazin-1-yl)benzamide Dihydrochloride Salt Cl.Cl.NCCOC=1C=C(C=CC1OC)[C@@H](C)NC(C1=C(C=CC(=C1)N1CCN(CC1)C)C)=O